C(C)(C)(C)OC(=O)N1C[C@@H](N(CC1)C=1C2=C(N=CN1)N(C=C2N(C(C)=O)CC)C2=NC=CC(=C2)Cl)C (S)-4-(7-(4-chloropyridin-2-yl)-5-(N-ethylacetamido)-7H-pyrrolo[2,3-d]pyrimidin-4-yl)-3-methylpiperazine-1-carboxylic acid tert-butyl ester